oxa[4,7,10,14]tetraazacycloheptadecino[17,16-c]quinoline C1=NC=CC=NC=CN=CC=NC=COC=2C=NC=3C=CC=CC3C21